2-oxo-7-propyl-1,2-dihydroquinoline-3-carboxylic acid O=C1NC2=CC(=CC=C2C=C1C(=O)O)CCC